tert-butyl N-[(3S)-1-[1-[2-[5-(tert-butoxycarbonylamino)-2-methyl-anilino]-1-methyl-2-oxo-ethyl]indol-5-yl]sulfonylpyrrolidin-3-yl]carbamate C(C)(C)(C)OC(=O)NC=1C=CC(=C(NC(C(C)N2C=CC3=CC(=CC=C23)S(=O)(=O)N2C[C@H](CC2)NC(OC(C)(C)C)=O)=O)C1)C